Potassium ((5-chloro-2-methoxypyridin-3-yl)sulfonyl)(2-fluoro-3-(2-(methylamino)-7-oxo-7,8-dihydropyrido[2,3-d]pyrimidin-6-yl)phenyl)amide ClC=1C=C(C(=NC1)OC)S(=O)(=O)[N-]C1=C(C(=CC=C1)C1=CC2=C(N=C(N=C2)NC)NC1=O)F.[K+]